C12(C(=O)C(=O)C(CC1)C2(C)C)C (±)-camphorquinone